3-ethyl-3-(1-naphthyloxy)methyloxetane C(C)C1(COC1)COC1=CC=CC2=CC=CC=C12